FC1=C(C(=O)Cl)C(=C(C(=C1F)C(=O)Cl)F)F 2,3,5,6-tetrafluoro-terephthaloyl dichloride